C(C)(=O)N1CCC(CC1)COC1=C(C=C2C(=NC=NC2=C1)C1=CC=C(C=C1)NC(CN1N=NC(=C1)C(C)(C)C)=O)OC N-(4-(7-((1-acetylpiperidin-4-yl)methoxy)-6-methoxyquinazolin-4-yl)phenyl)-2-(4-(tert-butyl)-1H-1,2,3-triazol-1-yl)acetamide